CC(CC)CCCCCC(CCCCCCCCCCC)C 3,9-dimethyl-icosaan